(4-aminopyrimidin-2-yl)-2-aza-bicyclo[2.2.1]heptan-5-ol NC1=NC(=NC=C1)C12NCC(C(C1)O)C2